N1=NC=C2N1C=CN=C2 [1,2,3]triazolo[1,5-a]pyrazin